CC1=NC2=C3N=C(C=C(C3=CC=C2C(=C1)C1=CC=CC=C1)C1=CC=CC=C1)C 2,9-dimethyl-4,7-diphenyl-phenanthroline